S1(N=C(C=CC=C1)[2H])[2H] thiazepin-1,3-d2